tert-butyl (3-(4-(2-chloro-4-(1-methyl-5-(1-(2-methylallyl)-3-(trifluoromethyl)-1H-pyrazol-4-yl)-1H-imidazole-2-carboxamido)benzoyl)piperazine-1-carboxamido)cyclobutyl)carbamate ClC1=C(C(=O)N2CCN(CC2)C(=O)NC2CC(C2)NC(OC(C)(C)C)=O)C=CC(=C1)NC(=O)C=1N(C(=CN1)C=1C(=NN(C1)CC(=C)C)C(F)(F)F)C